(R)-3-methyl-4-(7-(1-methyl-1H-pyrazol-5-yl)-2-(1H-pyrrolo[2,3-b]pyridin-4-yl)thieno[3,2-d]pyrimidin-4-yl)morpholine C[C@H]1N(CCOC1)C=1C2=C(N=C(N1)C1=C3C(=NC=C1)NC=C3)C(=CS2)C2=CC=NN2C